CN(C1=NC=2C(=NC(=C(N2)C2=CC(=C(C#N)C=C2)F)C2=CC(=C(C=C2)OC)F)N1C)C 4-(2-(dimethylamino)-6-(3-fluoro-4-methoxyphenyl)-1-methyl-1H-imidazo[4,5-b]pyrazin-5-yl)-2-fluorobenzonitrile